4,5-dimethylheptanal CC(CCC=O)C(CC)C